2-[3-[benzyloxycarbonyl(methyl)amino]azetidin-1-yl]-5-methyl-pyridine-4-carboxylic acid C(C1=CC=CC=C1)OC(=O)N(C1CN(C1)C1=NC=C(C(=C1)C(=O)O)C)C